COC=1C=C(COC(CN2C=NC=C2)C2=CC=C(C=C2)C(C)(C)C)C=CC1 1-(2-((3-methoxybenzyl)oxy)-2-(4-tert-butylphenyl)ethyl)-1H-imidazole